FC=1C(=C(C(=O)NC23CC(C2)(C3)C(F)(F)F)C=CC1)NS(=O)(=O)C 3-fluoro-2-(methylsulfonamido)-N-(3-(trifluoromethyl)bicyclo[1.1.1]pentan-1-yl)benzamide